N-(4-morpholinylphenyl)-8-phenylquinazolin N1(CCOCC1)C1=CC=C(C=C1)N1CN=CC2=CC=CC(=C12)C1=CC=CC=C1